Cl.FC1(CC(C1)C(N1[C@@H](CN[C@H](C1)C)CO)C1=CC=C(C=C1)C(F)(F)F)F ((2S,5S)-1-((3,3-Difluorocyclobutyl)(4-(trifluoromethyl)phenyl)methyl)-5-methylpiperazin-2-yl)methanol hydrochloride